(E)-3,5-Dimethyl-4-(m-tolyldiazenyl)-1H-pyrazole CC1=NNC(=C1\N=N\C=1C=C(C=CC1)C)C